tetrazinyl-(tetrazine) N1=NN=NC(=C1)C=1N=NN=NC1